ClCCCCC(C)O 6-chloro-2-hydroxyhexane